7-methoxy-N-(6-methoxypyridin-2-yl)-2-(1-methyl-2-oxabicyclo[2.2.1]heptan-4-yl)imidazo[1,2-a]pyridine-6-carboxamide COC1=CC=2N(C=C1C(=O)NC1=NC(=CC=C1)OC)C=C(N2)C21COC(CC2)(C1)C